thiooctanoic acid S-[2-(3-hydroxypropoxy)-[1,3,2]dioxasilinan-2-ylpropyl] ester OCCCO[Si]1(OCCCO1)CCCSC(CCCCCCC)=O